4-amino-2'-methyl-[1,1'-biphenyl]-3-ol NC1=C(C=C(C=C1)C1=C(C=CC=C1)C)O